(8Z,11Z)-8,11-tetradecadien-3-yn-1-ol C(CC#CCCC\C=C/C\C=C/CC)O